ClC=1C=CC=C2C=CC=C(C12)N1CC=2N=C(N=C(C2CC1)N([C@H]1CN(CC1)C#N)C)OC[C@H]1N(CCC1)C (R)-3-((7-(8-chloronaphthalen-1-yl)-2-(((S)-1-methylpyrrolidin-2-yl)methoxy)-5,6,7,8-tetrahydropyrido[3,4-d]pyrimidin-4-yl)(methyl)amino)pyrrolidine-1-carbonitrile